C(C)[C@]1(C(OCC=2C(N3CC=4C(=NC=5C=C(C(=C6C5C4[C@@H](CC6)O)C)F)C3=CC21)=O)=O)O (1R,9S)-9-ethyl-5-fluoro-1,9-dihydroxy-4-methyl-2,3,12,15-tetrahydrobenzo[de]pyrano[3',4':6,7]indolizino[1,2-b]quinoline-10,13(1H,9H)-dione